Cl.N1C[C@H](CCC1)NC(=O)C1=CN(CCS1)C1=C2N=CNC2=NC=N1 (S)-N-(piperidin-3-yl)-4-(9H-purin-6-yl)-3,4-dihydro-2H-1,4-thiazine-6-carboxamide hydrochloride